4-(3-aminophenyl)-1H-benzo[H]quinazolin-2-one hydrochloride Cl.NC=1C=C(C=CC1)C1=NC(NC2=C3C(=CC=C12)C=CC=C3)=O